3-(bromomethyl)benzo[b]thiophene-2-carboxylic acid ethyl ester C(C)OC(=O)C1=C(C2=C(S1)C=CC=C2)CBr